BrC1=C(C(=O)C2=CC=C(OCCNC(C3=CN=CC=C3)=O)C=C2)C=C(C=C1)Cl N-(2-(4-(2-bromo-5-chlorobenzoyl)phenoxy)ethyl)nicotinamide